N=1SN=C2C1C=CC(=C2)C(=O)[O-] 2,1,3-benzothiadiazole-5-carboxylate